6-((2-(2-hydroxyethoxy)-4-(4-methylpiperazin-1-yl)phenyl)amino)-2,4,9-trimethyl-4,9-dihydro-10H-pyrimido[5,4-b]thiazolo[5,4-e][1,4]diazepin-10-one OCCOC1=C(C=CC(=C1)N1CCN(CC1)C)NC=1N=CC=2N(C(C3=C(N(C2N1)C)SC(=N3)C)=O)C